4-(dimethylamino)-N'-((Z)-octadec-9-en-1-yl)-N-((9Z,12Z)-octadec-9,12-dien-1-yl)butan-hydrazide CN(CCCC(=O)N(NCCCCCCCC\C=C/CCCCCCCC)CCCCCCCC\C=C/C\C=C/CCCCC)C